4-bromo-5-cyano-1,3-dimethyl-1H-pyrazole BrC=1C(=NN(C1C#N)C)C